S(=O)(=O)(OC(CCCCCCC\C=C/CCCCCCCC)=O)N.[Na] sodium oleoyl amidosulfate